4-fluorobenzo[d]thiazole-6-carboxylate FC1=CC(=CC2=C1N=CS2)C(=O)[O-]